2-methyl-4-(trifluoromethyl)benzamide-6-d CC1=C(C(=O)N)C(=CC(=C1)C(F)(F)F)[2H]